FC(C1=C2C(=NC=C1)OCC2O)(F)F 4-(trifluoromethyl)-2,3-dihydrofuro[2,3-b]pyridin-3-ol